FC1(CCN(CCC1)C1=C(C(=O)NC=2C=C(C=CC2)[S@@](=O)(C)=NC(OC(C)(C)C)=O)C(=CC(=N1)C(F)(F)F)C)F tert-butyl (S)-((3-(2-(4,4-difluoroazepan-1-yl)-4-methyl-6-(trifluoromethyl)nicotinamido)phenyl)(methyl)(oxo)-λ6-sulfaneylidene)carbamate